tris(dimethyl-amino)methane CN(C)C(N(C)C)N(C)C